NC1=CC=C(N=N1)C1CCN(CC1)C(=O)C1=NC=C(C(=C1)OC)C1=CC=C(C=C1)OCC(F)(F)F [4-(6-Amino-pyridazin-3-yl)-piperidin-1-yl]-{4-methoxy-5-[4-(2,2,2-trifluoro-ethoxy)-phenyl]-pyridin-2-yl}-methanone